FC1=C(C=CC(=C1C)OC1=CC2=C(N(C=N2)C)C=C1)NC=1C2=C(N=CN1)C=CC(=N2)N2CCN(C(CC2)(C)C)C(C=C)=O 1-(4-(4-((2-fluoro-3-methyl-4-((1-methyl-1H-benzo[d]imidazol-5-yl)oxy)phenyl)amino)pyrido[3,2-d]pyrimidin-6-yl)-7,7-dimethyl-1,4-diazepan-1-yl)prop-2-en-1-one